NC1=C(C=C(C=N1)C=1C=C2N(N1)CCC21CN(C1)C(=O)NC(C)C)O[C@@H](C)C1=NC=CC=C1 2'-{6-amino-5-[(1S)-1-(pyridin-2-yl)ethoxy]pyridin-3-yl}-N-(propan-2-yl)-5',6'-dihydrospiro[azetidine-3,4'-pyrrolo[1,2-b]pyrazole]-1-carboxamide